NC1=NC2=C(C=3N1N=C(N3)C=3OC=CC3)SC(N2CCN2CCN(CC2)C=2C(=CC(=C(C(=O)NC[C@H](CO)O)C2)F)F)=O (R)-5-(4-(2-(5-amino-8-(furan-2-yl)-2-oxothiazolo[5,4-e][1,2,4]triazolo[1,5-c]pyrimidin-3(2H)-yl)ethyl)piperazin-1-yl)-N-(2,3-dihydroxypropyl)-2,4-difluorobenzamide